C1(=CC=C(C=C1)CN1N=CC2=C(C=CC(=C12)C(=O)NC1CC2(CCC2)C1)F)C1=CC=CC=C1 6-(1-([1,1'-Biphenyl]-4-ylmethyl)-4-fluoro-1H-indazol-7-carboxamido)spiro[3.3]heptan